N,N-bis(2-methylpropyl)-2-naphthalenamine CC(CN(C1=CC2=CC=CC=C2C=C1)CC(C)C)C